CN1N=C(C(=C1)C=1C=CC(=NC1)NC1C[C@@H]2[C@@H](CN(C2)CC2CCOCC2)C1)C (3aR,5s,6aS)-N-[5-(1,3-dimethylpyrazol-4-yl)-2-pyridyl]-2-(tetrahydropyran-4-ylmethyl)-3,3a,4,5,6,6a-hexahydro-1H-cyclopenta[c]pyrrol-5-amine